N-(6-chloro-7-methoxy-9H-beta-carbolin-8-yl)-2-methylnicotinamide ClC=1C=C2C=3C=CN=CC3NC2=C(C1OC)NC(C1=C(N=CC=C1)C)=O